argon butane CCCC.[Ar]